O=C1CN(CCN1)C(=O)C1=CC=C(C=C1)CNC(=O)C1=CC=C2CCC=3C=CC=C1C32 N-{[4-(3-oxopiperazine-1-carbonyl)phenyl]methyl}-1,2-dihydroacenaphthylene-5-carboxamide